N-(5-(2-(4,4-difluorocyclohexyl)vinyl)-2,3-dihydrobenzofuran-7-yl)-1-methyl-5-oxopyrrolidine-2-carboxamide FC1(CCC(CC1)C=CC=1C=C(C2=C(CCO2)C1)NC(=O)C1N(C(CC1)=O)C)F